Bismuth catecholate C=1([O-])C([O-])=CC=CC1.[Bi+3].C=1([O-])C([O-])=CC=CC1.C=1([O-])C([O-])=CC=CC1.[Bi+3]